FC1=C(C=C(C=C1C)C1=C(C=C(C=C1C)F)C)[C@H](CC(=O)OCC)NC(C(CC(C)C)N1C(C=C(C(=C1)CCN1CC(C1)F)C)=O)=O ethyl (3S)-3-(4,4'-difluoro-2',5,6'-trimethyl-[1,1'-biphenyl]-3-yl)-3-(2-(5-(2-(3-fluoroazetidin-1-yl)ethyl)-4-methyl-2-oxopyridin-1(2H)-yl)-4-methylpentanamido)propanoate